CC(C)CC1=CC=C(C=C1)C(C)C2=CC=C(C=C2)CC(C)C 1,1-bis(p-isobutylphenyl)ethane